CC1=C(C(=CC=C1)C)C1=NC(=NC(=C1)OC[C@@H](CC(C)(C)C)NCC1CC(OCC1)(C)C)NS(=O)(=O)C=1C=C(C(=O)O)C=CC1 3-[[4-(2,6-dimethylphenyl)-6-[(2R)-2-[(2,2-dimethyltetrahydropyran-4-yl)methylamino]-4,4-dimethyl-pentoxy]pyrimidin-2-yl]sulfamoyl]benzoic acid